2-(3-methoxy-4-((3-(4-methoxy-3-(pentyloxy)phenyl)-2-oxotetrahydro-pyrimidin-1(2H)-yl)methyl)phenyl)acetic acid COC=1C=C(C=CC1CN1C(N(CCC1)C1=CC(=C(C=C1)OC)OCCCCC)=O)CC(=O)O